2,8-bis(diphenylphosphino)dibenzo[b,d]furan C1(=CC=CC=C1)P(C1=CC2=C(OC3=C2C=C(C=C3)P(C3=CC=CC=C3)C3=CC=CC=C3)C=C1)C1=CC=CC=C1